6-cyclobutoxy-4-(4-fluoro-3-(4-(5-hydroxypyridin-2-yl)piperazine-1-carbonyl)benzyl)phthalazin-1(2H)-one C1(CCC1)OC=1C=C2C(=NNC(C2=CC1)=O)CC1=CC(=C(C=C1)F)C(=O)N1CCN(CC1)C1=NC=C(C=C1)O